ClC=1C(=NC(=NC1)NC1=C(C=C(C(=C1)F)N1CCC2(CC(C2)N(C)C)CC1)OC)NC1=C(C=C(C(=C1)C)C)P(C)(C)=O (2-((5-chloro-2-((4-(2-(dimethylamino)-7-azaspiro[3.5]nonan-7-yl)-5-fluoro-2-methoxyphenyl)amino)pyrimidin-4-yl)amino)-4,5-dimethylphenyl)dimethylphosphine oxide